CC1=CC=C(C=C1)S(=O)(=O)/C=C/C#N (E)-3-(4-methylphenylsulfonyl)-2-propenenitrile